OC(CCCCCCCC(=O)OC(CCCCCCCC)CCCCCCCC)CCCCCCC Heptadecan-9-Yl 9-Hydroxyhexadecanoate